FC1(CC(C1)N1CCC(CC1)NC1=NN2C(C(=N1)OC)=C(C=C2)C=2C=CC1=C(N(C(=N1)C)CC(F)F)C2)F N-(1-(3,3-difluorocyclobutyl)piperidin-4-yl)-5-(1-(2,2-difluoroethyl)-2-methyl-1H-benzo[d]imidazol-6-yl)-4-methoxypyrrolo[2,1-f][1,2,4]triazin-2-amine